9-{[4-(1-methylethyl)phenyl]ethynyl}-3,4-dihydropyrido[2,1-c][1,2,4]thiadiazine 2,2-dioxide CC(C)C1=CC=C(C=C1)C#CC1=CC=CN2C1=NS(CC2)(=O)=O